cyclopentane benzoate C(C1=CC=CC=C1)(=O)O.C1CCCC1